4-(2-(1-Ethyl-3-(trifluoromethyl)-1H-pyrazol-4-yl)-3-methylphenyl)thieno(2,3-c)pyridine-2-carbonitrile C(C)N1N=C(C(=C1)C1=C(C=CC=C1C)C1=C2C(=CN=C1)SC(=C2)C#N)C(F)(F)F